2,4-di-tert-butyl-phenyl phosphite P(OC1=C(C=C(C=C1)C(C)(C)C)C(C)(C)C)([O-])[O-]